[1-(5-chloro-2-pyridinyl)imidazo[4,5-c]pyridin-2-yl]ethanamine hydrochloride Cl.ClC=1C=CC(=NC1)N1C(=NC=2C=NC=CC21)C(C)N